N-(3-acryloxy-2-hydroxypropyl)-3-aminopropyl-triethoxysilane C(C=C)(=O)OCC(CNCCC[Si](OCC)(OCC)OCC)O